5-(methoxymethyl)-N-[(4-phenyl-4-piperidinyl)methyl]-[1,2,4]triazolo[1,5-a]pyrimidin-7-amine COCC1=NC=2N(C(=C1)NCC1(CCNCC1)C1=CC=CC=C1)N=CN2